C(C1=CC=CC=C1)OC(C(=O)NNC(=O)C1=NC(=C(C=C1NC(OC(C)(C)C)=O)C(F)(F)F)Br)(CCCC1OCCO1)C(F)(F)F tert-butyl N-[2-[[[2-benzyloxy-5-(1,3-dioxolan-2-yl)-2-(trifluoromethyl)pentanoyl]amino]carbamoyl]-6-bromo-5-(trifluoromethyl)-3-pyridyl]carbamate